C(C)N1N=CC(=N1)N(CC(=O)N1C(CC(C1)F)C(=O)N)C 1-{2-[(2-ethyl-2H-1,2,3-triazol-4-yl)(methyl)amino]acetyl}-4-fluoropyrrolidine-2-carboxamide